O=C1NC(CCC1N1C(N(C2=C1C=CC(=C2)C2=CC=C(C=C2)N2CCC1(CCN(CC1)C(=O)OC(C)(C)C)CC2)C)=O)=O tert-butyl 9-{4-[1-(2,6-dioxopiperidin-3-yl)-3-methyl-2-oxo-1,3-benzodiazol-5-yl]phenyl}-3,9-diazaspiro[5.5]undecane-3-carboxylate